o-nitrochlorobenzene C1=CC=C(C(=C1)[N+](=O)[O-])Cl